tert-butyl (R)-3-(1-(2-hydroxyethyl)-5-(4-methyl-1H-imidazol-1-yl)-6-oxo-1,6-dihydropyridine-2-carboxamido)pyrrolidine-1-carboxylate OCCN1C(=CC=C(C1=O)N1C=NC(=C1)C)C(=O)N[C@H]1CN(CC1)C(=O)OC(C)(C)C